ClC1=CC(=C(C=C1)N1CCN(CC1)/C(=N/[H])/NC#N)F (E)-4-(4-chloro-2-fluorophenyl)-N-cyanopiperazine-1-carboximidamidate